6-chloro-1-(3-(trifluoromethyl)benzyl)-1H-indole ClC1=CC=C2C=CN(C2=C1)CC1=CC(=CC=C1)C(F)(F)F